OC1=CC=C(/C=C/C2=CCCC(C2)(C)C)C=C1 3-((E)-4-hydroxystyryl)-5,5-dimethylcyclohex-2-ene